4-bromopyridin-2-ol BrC1=CC(=NC=C1)O